(S)-4-isopropyl-oxazolidine-2-one C(C)(C)[C@@H]1NC(OC1)=O